ClC1=CC=C(C=C1)N1N=C(C=C1)C12CC(C1)(C2)NC(=O)C2=NC(=NS2)C2(CC2)S(=O)(=O)C N-[3-[1-(4-chlorophenyl)pyrazol-3-yl]-1-bicyclo[1.1.1]pentanyl]-3-(1-methylsulfonylcyclopropyl)-1,2,4-thiadiazole-5-carboxamide